ClC1=C(C=C(C=C1)Cl)COC1=CC2=C([C@@]3(CCN([C@@H]3CC2)C(=O)C2CCN(CC2)C(C)=O)S(=O)(=O)C2=CC=C(C=C2)F)C=C1 1-{4-[(3aR,9bR)-7-[(2,5-dichlorophenyl)methoxy]-9b-(4-fluorobenzenesulfonyl)-1H,2H,3H,3aH,4H,5H,9bH-benzo[e]indole-3-carbonyl]piperidin-1-yl}ethan-1-one